C(CCCCC)C1(CCCCCCCC1)CCCCCC di(n-hexyl)cyclononane